FC(C1=CC2=CC(=CC=C2C=C1)C(N[C@H]1CN(CC[C@@H]2N(C1=O)[C@@H](CC2)C(NC)=O)C(=O)C2=NNC1=CC=C(C=C21)C)=O)(F)P(O)(O)=O (difluoro(7-(((5S,8S,10aR)-3-(5-methyl-1H-indazole-3-carbonyl)-8-(methyl-carbamoyl)-6-oxo-decahydro-pyrrolo[1,2-a][1,5]diazocin-5-yl)carbamoyl)naphthalen-2-yl)methyl)phosphonic acid